(R/S)-tert-butyl 6-((5-(trifluoromethyl)pyridin-2-yl)oxy)-2-azabicyclo[2.2.2]octane-2-carboxylate FC(C=1C=CC(=NC1)OC1CC2CN([C@@H]1CC2)C(=O)OC(C)(C)C)(F)F |r|